O=[W].F.F.F.F tungsten(VI) oxytetrafluoride